tert-butyl 4-{7-[(7-fluoro-2-methylindazol-5-yl)carbamoyl]-2-methylindazol-4-yl}piperazine-1-carboxylate FC1=CC(=CC2=CN(N=C12)C)NC(=O)C1=CC=C(C2=CN(N=C12)C)N1CCN(CC1)C(=O)OC(C)(C)C